Bis(diisopropylamino)(2-cyano-2-(3,4-di(isononanoxy)benzyl)ethoxy)phosphine C(C)(C)N(C(C)C)P(OCC(CC1=CC(=C(C=C1)OCCCCCCC(C)C)OCCCCCCC(C)C)C#N)N(C(C)C)C(C)C